(E)-N-(2-(2-oxo-2,3-dihydro-1,3-benzooxazol-3-yl)ethyl)-3-(2-furyl)acrylamide O=C1OC2=C(N1CCNC(\C=C\C=1OC=CC1)=O)C=CC=C2